acrylooxy ethyl phthalate C(C=1C(C(=O)OCC)=CC=CC1)(=O)OOC(C=C)=O